3-(5-Ethyl-1,3-thiazol-2-yl)-N-[(1R)-1-(5-methylpyrazin-2-yl)ethyl]-5-(tetrahydro-2H-pyran-4-yloxy)benzamide C(C)C1=CN=C(S1)C=1C=C(C(=O)N[C@H](C)C2=NC=C(N=C2)C)C=C(C1)OC1CCOCC1